N-{7-[6-(1-hydroxypropyl)-4-methylpyridin-3-yl]-2,6-naphthyridin-3-yl}cyclobutanecarboxamide OC(CC)C1=CC(=C(C=N1)C1=NC=C2C=C(N=CC2=C1)NC(=O)C1CCC1)C